COC(CC[C@@H](C)[C@H]1CC[C@H]2[C@@H]3[C@H](C[C@@H]4C[C@@H]([C@@H](C[C@]4(C)[C@H]3CC[C@]12C)F)O)O)=O 2α-fluoro-3α,7β-dihydroxy-5β-cholanic acid methyl ester